NC(C(=O)O)CC1=CC(=CC=C1)Br 2-amino-3-(3-bromophenyl)propionic acid